C1C(CC2=CC=CC=C12)C1=NC(=NC=C1[N+](=O)[O-])N (2,3-dihydro-1H-inden-2-yl)-5-nitropyrimidin-2-amine